isopropyl (((((2R,5R)-5-(5-bromo-2,4-dioxo-3,4-dihydropyrimidin-1(2H)-yl)-2,5-dihydrofuran-2-yl)oxy)methyl) (phenoxy)phosphoryl)-L-alaninate BrC=1C(NC(N(C1)[C@H]1C=C[C@H](O1)OCP(=O)(OC1=CC=CC=C1)N[C@@H](C)C(=O)OC(C)C)=O)=O